(R)-(3-(2-cyclopropyl-oxazol-4-yl)-8-methyl-5,6-dihydro-[1,2,4]triazolo[4,3-a]pyrazin-7(8H)-yl)(3,4-difluorophenyl)methanone C1(CC1)C=1OC=C(N1)C1=NN=C2N1CCN([C@@H]2C)C(=O)C2=CC(=C(C=C2)F)F